2,2-di-(tert-amylperoxy)butane C(C)(C)(CC)OOC(C)(CC)OOC(C)(C)CC